4-chlorobenzyl (4-((4-ethyl-N-methyloxazole-5-carboxamido)meth-yl)phenyl)carbamate C(C)C=1N=COC1C(=O)N(C)CC1=CC=C(C=C1)NC(OCC1=CC=C(C=C1)Cl)=O